(6S)-2-(2-Fluorophenyl)-6-methyl-6,7-dihydro-5H-pyrazolo[5,1-b][1,3]oxazine-3-carboxylic acid FC1=C(C=CC=C1)C1=NN2C(OC[C@H](C2)C)=C1C(=O)O